C(C)NC(=O)N1CCC(CC1)(C)NC(C(=O)C=1N(C(=C(C1C)C(NC1=CC(=C(C=C1)F)C)=O)C)C)=O N-ethyl-4-(2-(4-((4-fluoro-3-methylphenyl)carbamoyl)-1,3,5-trimethyl-1H-pyrrol-2-yl)-2-oxoacetamido)-4-methylpiperidine-1-carboxamide